FC1=C(C(=O)NO)C=CC=C1 2-fluoro-N-hydroxybenzamid